[O-2].[Ag+].[Ag+].[Mg+2].[O-2] magnesium-silver-silver oxide